COC(CCC(N1C(C2=CC=CC(=C2C1)OCC1=CC=C(C=C1)CN1CCOCC1)=O)C(N)=O)=O 4-Carbamoyl-4-[4-(4-morpholin-4-ylmethyl-benzyloxy)-1-oxo-1,3-dihydro-isoindol-2-yl]-butyric acid methyl ester